NC=1C(=NC=C(C1)C#N)C=1C=NC(=CC1)Cl amino-6'-chloro-[2,3'-bipyridine]-5-carbonitrile